1,1-dioxido-3,4-dihydro-2H-benzo[e][1,2]thiazin-6-yl triflate O(S(=O)(=O)C(F)(F)F)C=1C=CC2=C(CCNS2(=O)=O)C1